C[C@](N)(CO)C(=O)O D-α-methyl-serine